4-(3-formyl-4-isobutoxyphenyl)-2-thiazolecarboxylic acid ethyl ester C(C)OC(=O)C=1SC=C(N1)C1=CC(=C(C=C1)OCC(C)C)C=O